COC1=CC=C(C=C1)C(C2CC2)(C3=CN=CN=C3)O The molecule is a tertiary alcohol that is methanol in which the hydrogens attached to the carbon are replaced by cyclopropyl, p-methoxyphenyl and pyrimidin-5-yl groups. By inhibiting gibberellin biosynthesis, ancymidol reduces plant growth, resulting in reduced internode elongation and thus more compact plants. It is used in the commercial production of a wide variety of container-grown bedding and foliage plants, including chrysanthemums, Easter lilies and poinsettias. It has a role as a plant growth retardant, a cellulose synthesis inhibitor and a gibberellin biosynthesis inhibitor. It is a tertiary alcohol and a member of pyrimidines.